CO[C@@H](C(=O)O)COC (2R)-2,3-dimethoxypropionic acid